N-([2,2'-bipyridin]-5-yl)-3-chlorobenzamide N1=C(C=CC(=C1)NC(C1=CC(=CC=C1)Cl)=O)C1=NC=CC=C1